4-(tert-butyl)-6-chloro-2-(propylsulfanyl)pyrimidine-4,5-diamine C(C)(C)(C)C1(NC(=NC(=C1N)Cl)SCCC)N